1-[[2-(difluoromethoxy)pyridin-4-yl]methyl]-3-[(1s,3s)-3-(difluoromethyl)cyclobutyl]urea FC(OC1=NC=CC(=C1)CNC(=O)NC1CC(C1)C(F)F)F